COC(C1=CC=C(C=C1)C1=NC2=C(N1)C(=C(C=C2)OC)C=O)=O 4-(7-formyl-6-methoxy-1H-benzimidazol-2-yl)-benzoic acid methyl ester